Cl.C1(CC1)[C@H]1NCC[C@H](C1)N1N=NC(=C1C)C1=CC=2N(C(=C1)O[C@H](C)C1=NC=CC=C1)C(=CN2)C#N |&1:4,8| 7-[1-[(2SR,4RS)-2-Cyclopropyl-4-piperidyl]-5-methyl-triazol-4-yl]-5-[(1R)-1-(2-pyridyl)ethoxy]imidazo[1,2-a]pyridine-3-carbonitrile HCl